(R)-1-((2S,4R,5R)-5-(2-Acetamido-7-butyl-6,8-dioxo-1,6,7,8-tetrahydro-9H-purin-9-yl)-4-acetoxytetrahydrofuran-2-yl)-2,2,2-trifluoroethyl acetate C(C)(=O)O[C@@H](C(F)(F)F)[C@H]1O[C@H]([C@@H](C1)OC(C)=O)N1C=2N=C(NC(C2N(C1=O)CCCC)=O)NC(C)=O